FC(C(=O)NC1=CC(=CC=C1)C1=CC=C2C=NC(=NC2=C1)NC)=C 2-fluoro-N-{3-[2-(methylamino)quinazolin-7-yl]phenyl}prop-2-enamide